2-[3-(4-phenylpiperazin-1-yl)propyl][1,2,4]triazolo[4,3-a]pyridin-3(2H)-one C1(=CC=CC=C1)N1CCN(CC1)CCCN1N=C2N(C=CC=C2)C1=O